6-(8-methoxy-2-methyl-imidazo[1,2-b]pyridazin-6-yl)-2-[rac-(7S)-4-azaspiro[2.5]octan-7-yl]thieno[3,2-b]pyridine COC=1C=2N(N=C(C1)C=1C=C3C(=NC1)C=C(S3)[C@H]3CCNC1(CC1)C3)C=C(N2)C |r|